C1(CCCC1)OC1=NC=CC(=C1)[C@H]1CCC2=C(N1)N1C(=N2)CCC1C1=CC=CC=C1 (R)-2-(2-(cyclopentyloxy)pyridin-4-yl)-8-phenyl-7,8-dihydro-6H-pyrrolo[2',1':2,3]imidazo[4,5-b]piperidine